COCCNC1=NC(=NC=C1C(=O)N)NC=1C=NN(C1)C 4-[(2-methoxyethyl)amino]-2-[(1-methyl-1H-pyrazol-4-yl)amino]pyrimidine-5-carboxamide